BrC1=CC=C2C=C(C(N(C2=C1)C1=CC=C(C=C1)C)=O)C(=O)[O-] 7-bromo-1-(4-methylphenyl)-2-oxo-1,2-dihydroquinoline-3-carboxylate